O[C@@H]1CC[C@H](CC1)SCC1=NC2=C(C=CC=C2C(N1)=O)C 2-((((trans)-4-hydroxycyclohexyl)thio)methyl)-8-methylquinazolin-4(3H)-one